2-(1-tert-butoxycarbonyl-pyrrolidin-3-yl)acetic acid C(C)(C)(C)OC(=O)N1CC(CC1)CC(=O)O